N1(N=CC=C1)CC=1C=CC(=NC1OC)C(=O)NS(=O)(=O)C1=C(C=CC(=C1)C1CC1)OC 5-((1H-pyrazol-1-yl)methyl)-N-((5-cyclopropyl-2-methoxyphenyl)sulfonyl)-6-methoxypicolinamide